ClC=1C=C(C=CC1)NC(=O)NC1=CC(=CC(=C1)OC)Br 1-(3-chlorophenyl)-3-(3-bromo-5-methoxyphenyl)urea